CC1(C2CCC=3[C@@]4(CC[C@H]([C@@H](CCCC(C)C)C)[C@]4(CCC3[C@]2(CC[C@@H]1O)C)C)C)C 4,4,14α-trimethylcholesta-8(9)-en-3β-ol